(1R)-1,2,3,4-tetrahydronaphthalene C1CCCC2=CC=CC=C12